N-(3-((3-benzyl-5-methyl-4-oxo-3,4-dihydroquinazolin-6-yl)amino)-2-chloro-4-fluorophenyl)propane-1-sulfonamide C(C1=CC=CC=C1)N1C=NC2=CC=C(C(=C2C1=O)C)NC=1C(=C(C=CC1F)NS(=O)(=O)CCC)Cl